3-(benzyloxymethyl)-1-[(2R,6S)-6-[[bis(4-methoxyphenyl)-phenyl-methoxy]methyl]-6-(triisopropylsiloxymethyl)-1,4-dioxan-2-yl]pyrimidine-2,4-dione C(C1=CC=CC=C1)OCN1C(N(C=CC1=O)[C@@H]1O[C@](COC1)(CO[Si](C(C)C)(C(C)C)C(C)C)COC(C1=CC=CC=C1)(C1=CC=C(C=C1)OC)C1=CC=C(C=C1)OC)=O